2-(furan-2-yl)-N5-(4-(isopropylamino)phenethyl)-[1,2,4]triazolo[1,5-a][1,3,5]triazine-5,7-diamine O1C(=CC=C1)C1=NN2C(N=C(N=C2N)NCCC2=CC=C(C=C2)NC(C)C)=N1